C1(C=CC=C1)[Ti](N(CC)C)(N(CC)C)N(C)CC (cyclopentadienyl)tris(ethylmethylamino)titanium